5-ethyl-6-fluoro-4-(8-fluoro-2-(((2R,7aS)-2-fluorohexahydro-1H-pyrrolizin-7a-yl)methoxy)-4-(2-thia-7-azaspiro[4.5]decan-7-yl)pyrido[4,3-d]pyrimidin-7-yl)naphthalene-2-ol C(C)C1=C2C(=CC(=CC2=CC=C1F)O)C1=C(C=2N=C(N=C(C2C=N1)N1CC2(CCSC2)CCC1)OC[C@]12CCCN2C[C@@H](C1)F)F